NCC(=O)N[C@@H](CC1=CC=C(C=C1)OCC(=O)NCCN1C(C=CC1=O)=O)C(=O)O glycyl-O-(2-{[2-(2,5-dioxo-2,5-dihydro-1H-pyrrol-1-yl)ethyl]amino}-2-oxoethyl)-L-tyrosine